C(C)(C)(C)OC(C(C(=O)OC(C)(C)C)[N+](=O)[O-])=O.C1(=CC=CC2=CC=CC=C12)C1=NN(C2=CC=CC=C12)CCCCCF naphthalen-1-yl-1-(5-fluoropentyl)-1H-indazole di-tert-butyl-nitromalonate